ClC=1C=CC(=C(CN(C(CC2COCC2)=O)C2CC3=CC=C(C=C3C2)S(=O)(=O)NCCC)C1)OCCOC N-(5-chloro-2-(2-methoxyethoxy)benzyl)-N-(5-(N-propylaminosulfonyl)-2,3-dihydro-1H-inden-2-yl)-2-(tetrahydrofuran-3-yl)acetamide